diallyl maleate C(\C=C/C(=O)OCC=C)(=O)OCC=C